4-hydroxybutyl 4-methylnonanoate CC(CCC(=O)OCCCCO)CCCCC